N-[2-cyano-6-(4-isopropylpiperazin-1-yl)phenyl]-4-methyl-4-(pyridin-2-yloxy)piperidine-1-carboxamide C(#N)C1=C(C(=CC=C1)N1CCN(CC1)C(C)C)NC(=O)N1CCC(CC1)(OC1=NC=CC=C1)C